CC=1N=C2NN=CC2=C(N1)NCC=1C(=NC=CN1)CO (3-((3-Methyl-2,4,8,9-tetrazabicyclo[4.3.0]nona-1,3,5,7-tetraen-5-ylamino)methyl)-2-pyrazinyl)methanol